CC1=NN2C(N=C(C3=CC=CC=C23)CCC2=CC=CC=C2)=C1 2-methyl-5-phenethylpyrazolo[1,5-a]quinazoline